N[C@H](C(=O)N1CCCCC1)C (S)-2-amino-1-(piperidin-1-yl)propan-1-one